3,3-dimethyl-1,2-cyclopropanedicarboxylic acid-1,2-dimethyl ester COC(=O)C1C(C1(C)C)C(=O)OC